C(C)C1=CC(=CS1)C(=O)NCC#CC1=NN2C(C=CC=C2N[C@H]2[C@H](CN(CC2)C)F)=C1CC(F)(F)F 5-ethyl-N-[3-(7-{[(3S,4R)-3-fluoro-1-methylpiperidin-4-yl]amino}-3-(2,2,2-trifluoroethyl)pyrazolo[1,5-a]pyridin-2-yl)prop-2-yn-1-yl]thiophene-3-carboxamide